COC(=O)C=1C=CC2=C(N(C(=N2)CN2CC3=CC(=CC=C3CC2)OCC2=NC=CC=C2)C[C@H]2OCC2)C1 (S)-1-((oxetan-2-yl)methyl)-2-((7-(pyridin-2-ylmethoxy)-3,4-dihydroisoquinolin-2(1H)-yl)methyl)-1H-benzo[d]imidazole-6-carboxylic acid methyl ester